4-((2,6-difluoro-4-(pyridin-2-yl)benzyl)oxy)phenyl sulfurofluoridate S(OC1=CC=C(C=C1)OCC1=C(C=C(C=C1F)C1=NC=CC=C1)F)(=O)(=O)F